O(S(=O)(=O)C(F)(F)F)C1=C2C(=C(N=N1)N[C@H]1[C@H](CCCC1)O[Si](C)(C)C(C)(C)C)COCC2 4-{[(1R,2S)-2-{[tert-butyldi(methyl) silyl] oxy} cyclohexyl] amino}-7,8-dihydro-5H-pyrano[3,4-d]pyridazin-1-yl triflate